4-(4-(5-(3-(((tert-butoxycarbonyl)(isopropyl)amino)methyl)-1-methyl-1H-pyrazol-4-yl)-1-tosyl-1H-pyrrolo[2,3-b]pyridin-3-yl)-3-(trifluoromethyl)-1H-pyrazol-1-yl)butanoic acid C(C)(C)(C)OC(=O)N(C(C)C)CC1=NN(C=C1C=1C=C2C(=NC1)N(C=C2C=2C(=NN(C2)CCCC(=O)O)C(F)(F)F)S(=O)(=O)C2=CC=C(C)C=C2)C